NC1=NC=NN2C1=C(C=C2[C@@]2(OC([C@H]1OC(O[C@H]12)(C)C)CO)C#N)I (3aR,4R,6aR)-4-(4-amino-5-iodopyrrolo[2,1-f][1,2,4]triazin-7-yl)-6-(hydroxymethyl)-2,2-dimethyltetrahydrofurano[3,4-d][1,3]dioxole-4-carbonitrile